C(C)(C)(C)OC(=O)N1CCC(CC1)N1C(N(C=2C=NC=CC21)C2=C(C(=O)O)C=C(C=C2)F)=O 2-(1-(1-(tert-butoxycarbonyl)piperidin-4-yl)-2-oxo-1,2-dihydro-3H-imidazo[4,5-c]pyridin-3-yl)-5-fluorobenzoic acid